O=C(CCCC(=O)O)NC=1C=C2N=CC=NC2=CC1 5-oxo-5-(quinoxalin-6-ylamino)pentanoic acid